(R)-4-(3-(4-chlorobenzyl)-2,6-dioxo-4-((4-(pyridin-2-yloxy)phenyl)imino)-3,6-dihydro-1,3,5-triazin-1(2H)-yl)-3-(methylthio)butanoic acid ClC1=CC=C(CN2C(N(C(NC2=NC2=CC=C(C=C2)OC2=NC=CC=C2)=O)C[C@@H](CC(=O)O)SC)=O)C=C1